ethyl orthocarbonate C(OCC)([O-])([O-])[O-]